8-phenoxybenzanthracene O(C1=CC=CC=C1)C1=CC=CC2=CC=3C4=C(C=CC3C=C12)C=CC=C4